C1(CC1)C=1C=CC2=C(N=C(O2)C2CCN(CC2)C2=CC(N(C3=CC=CC=C23)C)=O)C1 4-[4-(5-cyclopropyl-1,3-benzoxazol-2-yl)piperidin-1-yl]-1-methyl-2-oxo-1,2-dihydroquinoline